C1(CC1)C1=NN2C(C=CC=C2CO)=C1 (2-cyclopropylpyrazolo[1,5-a]pyridin-7-yl)methanol